[Cl-].C(CCCCCCCCCCC)[N+](C)(C)C dodecyltrimethylammonium chloride salt